C(=O)O.ClC=1C=C(C=NC1)S(=O)(=O)NC=1N=CSC1 5-chloro-N-(thiazol-4-yl)pyridine-3-sulfonamide formate salt